CN(CCC1OCCN(C1)C1=NC=C2C(=N1)N(N=C2C=2C(=C(C(=C(C2)C(F)(F)F)F)O)F)C)C 3-(6-(2-(2-(Dimethylamino)ethyl)morpholino)-1-methyl-1H-pyrazolo[3,4-d]pyrimidin-3-yl)-2,6-difluoro-5-(trifluoromethyl)phenol